(R)-6-(3-((6-morpholinopyrimidin-4-yl)amino)piperidin-1-yl)nicotinaldehyde O1CCN(CC1)C1=CC(=NC=N1)N[C@H]1CN(CCC1)C1=NC=C(C=O)C=C1